(R)-3,4-dichloro-1-(2,2-dimethyl-4-oxopyrrolidin-1-yl)-12-oxo-6a,7,9,10-tetrahydro-12H-pyrazino[2,1-c]Pyrido[3,4-f][1,4]Oxazepine-8(6H)-carboxylic acid tert-butyl ester C(C)(C)(C)OC(=O)N1C[C@@H]2COC3=C(C(N2CC1)=O)C(=NC(=C3Cl)Cl)N3C(CC(C3)=O)(C)C